2-(2-chlorophenyl)-N-(4-[1-(2,2-difluoroethyl)-1H-Pyrazol-4-yl]-3-{[(dimethylamino)methylidene]Sulfamoyl}phenyl)acetamide ClC1=C(C=CC=C1)CC(=O)NC1=CC(=C(C=C1)C=1C=NN(C1)CC(F)F)S(N=CN(C)C)(=O)=O